FCCOC1=C(CN(CC(=O)O)CC(=O)O)C=CC(=C1)C=1N=NC=NN1 2,2'-((2-(2-fluoroethoxy)-4-(1,2,4,5-tetrazin-3-yl)benzyl)azanediyl)diacetic acid